2-((2s,4s)-5-chloro-6-fluoro-2-((methylamino)methyl)-2-phenyl-2,3-dihydrobenzofuran-4-yl)-3-fluoro-4-(2-hydroxyethoxy)-N-methylbenzamide ClC=1C(=CC2=C(C[C@](O2)(C2=CC=CC=C2)CNC)C1C1=C(C(=O)NC)C=CC(=C1F)OCCO)F